4-((S)-4,4-difluoro-1-((S)-1-oxo-1-((5-(2,4,6-trifluorophenoxy)pyridin-2-yl)amino)propan-2-yl)piperidin-3-yl)pyridine 1-oxide FC1([C@H](CN(CC1)[C@H](C(NC1=NC=C(C=C1)OC1=C(C=C(C=C1F)F)F)=O)C)C1=CC=[N+](C=C1)[O-])F